8-acetyl-2-[5-[[5-chloro-4-(3-phenylphenyl)pyrimidin-2-yl]amino]-3-pyridyl]-2,8-diazaspiro[4.5]decan-1-one C(C)(=O)N1CCC2(CCN(C2=O)C=2C=NC=C(C2)NC2=NC=C(C(=N2)C2=CC(=CC=C2)C2=CC=CC=C2)Cl)CC1